O[C@@H]1CN(C[C@H]1SC1=CC=CC=C1)C(=O)OC(C)(C)C Tert-Butyl trans-3-hydroxy-4-(phenylthio)pyrrolidine-1-carboxylate